N-[(2R,3S,7Z)-3-{[4-fluoro-3-(trifluoromethyl)phenyl]carbamoyl}-7-(2,2,2-trifluoroethylidene)bicyclo[2.2.1]heptan-2-yl]-8-methoxyquinoline-3-carboxamide FC1=C(C=C(C=C1)NC(=O)[C@@H]1[C@@H](C\2CCC1/C2=C/C(F)(F)F)NC(=O)C=2C=NC1=C(C=CC=C1C2)OC)C(F)(F)F